FC1=C(C=CC(=C1)C)C1=C(C2=C(CCC1)C=C(C=C2)O)C=2C=NC(=NC2)O[C@@H]2CN(CC2)CCCF 6-(2-fluoro-4-methyl-phenyl)-5-[2-[(3S)-1-(3-fluoropropyl)pyrrolidin-3-yl]oxypyrimidin-5-yl]-8,9-dihydro-7H-benzo[7]annulen-2-ol